C[C@@H]1OCC2([C@@H]1N)CCN(CC2)C2=NC=C(N=C2)SC2=CC=1N(C=C2)C=C(N1)C (3S,4S)-3-methyl-8-(5-((2-methylimidazo[1,2-a]pyridin-7-yl)thio)pyrazin-2-yl)-2-oxa-8-Azaspiro[4.5]decane-4-amine